2-[(4-{1-[(2,4-difluorophenyl)methoxy]-1H-pyrazol-3-yl}piperidin-1-yl)methyl]-1-{[(2S)-oxetan-2-yl]methyl}-1H-benzimidazole-6-carboxylic acid, ammonium salt [NH4+].FC1=C(C=CC(=C1)F)CON1N=C(C=C1)C1CCN(CC1)CC1=NC2=C(N1C[C@H]1OCC1)C=C(C=C2)C(=O)[O-]